C(C)[C@@]1(NC(N(C(C1)=O)[C@H](CCC)C1=CC(=CC=C1)C(N[C@H]1[C@@H](CC2=CC=CC=C12)O)=O)=[NH2+])C1=CC=CC=C1 [(4S)-4-ethyl-1-[(1R)-1-[3-[[(1R,2R)-2-hydroxyindan-1-yl]carbamoyl]phenyl]butyl]-6-oxo-4-phenyl-hexahydropyrimidin-2-ylidene]ammonium